dodecylsulfonate, tetraethylammonium salt C(C)[N+](CC)(CC)CC.C(CCCCCCCCCCC)S(=O)(=O)[O-]